ClC=1C(=C(C=CC1)NC1=C(NC2=C1C(NCC2)=O)C2=C(C=NC=C2)C#CC(C)(C)N(C(OC(C)(C)C)=O)C)OC tert-butyl N-[4-(4-{3-[(3-chloro-2-methoxyphenyl)amino]-4-oxo-1H,5H,6H,7H-pyrrolo[3,2-c]pyridin-2-yl}pyridin-3-yl)-2-methylbut-3-yn-2-yl]-N-methylcarbamate